5-((1-methyl-1H-pyrazol-4-yl)methoxy-d2)isoindolin-1-one-3,3-d2 CN1N=CC(=C1)C(OC=1C=C2C(NC(C2=CC1)=O)([2H])[2H])([2H])[2H]